((S)-pyrrolidin-3-yl)propanoate hydrochloride Cl.N1C[C@H](CC1)OC(CC)=O